CC1=C(C(=C(C(=C1C1=C(C=C(C=C1C(C)C)C(C)C)C(C)C)P(C(C)(C)C)C(C)(C)C)C)C)C tetramethyl-di-tert-butylphosphino-2',4',6'-triisopropylbiphenyl